4-bromo-6-chloro-5-methyl-1-((2-(trimethylsilyl)ethoxy)methyl)-1H-indazole BrC1=C2C=NN(C2=CC(=C1C)Cl)COCC[Si](C)(C)C